[Ni].[Nd].[Dy] dysprosium-neodymium-nickel